ClC1=C2CC(CC2=CC=C1F)=O 4-chloro-5-fluoro-1,3-dihydro-2H-inden-2-one